(R)-benzoic acid C(C1=CC=CC=C1)(=O)O